(2r,3s)-butanediol C(CCC)(O)O